2,4,6,8-tetracarboxybicyclo[3.3.0]octane C(=O)(O)C1C2C(CC(C2C(C1)C(=O)O)C(=O)O)C(=O)O